CC=1N(C(=C(N1)C)C(=O)O)CC1=CC(=CC=C1)C(F)(F)F 2,4-dimethyl-1-(3-(trifluoromethyl)benzyl)-1H-imidazole-5-carboxylic acid